(E)-2-(tert-butyl)-6-isopropyl-4H-thiochromen C(C)(C)(C)C=1SC2=CC=C(C=C2CC1)C(C)C